BrC1=C(C=C(C=C1)Br)CS(=O)(=O)NC1=CC=C(C=C1)NC(=O)NCC1=CC=NC=C1 1-(2,5-dibromophenyl)-N-(4-(3-(pyridin-4-ylmethyl)ureido)phenyl)methanesulfonamide